fmoc-L-glycine C(=O)(OCC1C2=CC=CC=C2C2=CC=CC=C12)NCC(=O)O